N-(3-((1s,3s)-3-(cyanomethyl)-1-(4-methyl-4H-1,2,4-triazol-3-yl)cyclobutyl)phenyl)-3,3-dimethyl-7-((neopentylamino)methyl)-2,3-dihydrofuro[3,2-b]pyridine-5-carboxamide C(#N)CC1CC(C1)(C1=NN=CN1C)C=1C=C(C=CC1)NC(=O)C1=CC(=C2C(=N1)C(CO2)(C)C)CNCC(C)(C)C